CCC(C)(C)[O-].[Li+] lithium tert-amoxide